ethyl 4-[2,6-difluoro-4-(1-isopropyl-1H-indol-6-yl)-phenoxy]-butyrate FC1=C(OCCCC(=O)OCC)C(=CC(=C1)C1=CC=C2C=CN(C2=C1)C(C)C)F